C=1(C(=CC=C2C=CC=CC12)C(=O)O)C(=O)O.[Mn] manganese naphthalenedicarboxylic acid